(2R,4S)-4-((6-chloro-5-(4'-((3-((2-hydroxyethoxy)methyl)azetidin-1-yl)methyl)-[1,1'-biphenyl]-4-yl)-1H-benzo[d]imidazol-2-yl)oxy)tetrahydro-2H-pyran-2-carboxylic acid ClC=1C(=CC2=C(NC(=N2)O[C@@H]2C[C@@H](OCC2)C(=O)O)C1)C1=CC=C(C=C1)C1=CC=C(C=C1)CN1CC(C1)COCCO